N-methyl-5-(3-(piperidine-1-carbonyl)pyrazolo[1,5-a]pyridin-7-yl)nicotinamide CNC(C1=CN=CC(=C1)C1=CC=CC=2N1N=CC2C(=O)N2CCCCC2)=O